3,2-dioxathiolane-2-oxide S1[O+](OCC1)[O-]